2-trichloromethyl-4,6-bis(trichloromethyl)-s-triazine ClC(C1=NC(=NC(=N1)C(Cl)(Cl)Cl)C(Cl)(Cl)Cl)(Cl)Cl